FC(N1C2=C(C=3C=CC(=CC13)C=1C=C(C(=NC1)N1CCC(CC1)CCN1CCN(CCC1)C=1C=C3C(N(C(C3=CC1F)=O)C1C(NC(CC1)=O)=O)=O)F)C=NC=C2)F 5-(4-(2-(1-(5-(5-(difluoromethyl)-5H-pyrido[4,3-b]indol-7-yl)-3-fluoropyridin-2-yl)piperidin-4-yl)ethyl)-1,4-diazepan-1-yl)-2-(2,6-dioxopiperidin-3-yl)-6-fluoroisoindoline-1,3-dione